OCCC(CCC[C@H](NC)C(=O)O)N 6-(2-hydroxyethyl)-N2-methyl-L-lysine